N-methyl-4-ethynyl-pyrazole CN1N=CC(=C1)C#C